N[C@@H]1C(CN(C1)C=1C2=CN(N=C2C=CC1NC(=O)C1=NN(C(C=C1)=O)C1=C(C=CC=C1F)F)[C@H]1COCC1)(C)C N-(4-((R)-4-amino-3,3-dimethylpyrrolidin-1-yl)-2-((R)-tetrahydrofuran-3-yl)-2H-indazol-5-yl)-1-(2,6-difluorophenyl)-6-oxo-1,6-dihydropyridazine-3-carboxamide